C(C1=CC=CC=C1)N1CC2C(C2C1)C(F)(F)F 3-benzyl-6-(trifluoromethyl)-3-azabicyclo[3.1.0]hexane